FC(CNCC=1C=NN(C1)C1=C(C=C(C=C1)[N+](=O)[O-])S(=O)(=O)NCC1=C(C=C(C=C1)OC)OC)F 2-(4-{[(2,2-difluoroethyl)amino]methyl}-1H-pyrazol-1-yl)-N-(2,4-dimethoxybenzyl)-5-nitrobenzenesulfonamide